CN(CCN(C)C1=CC=C(C=C1)C1CNC(N1C1=CC2=C(NC=N2)C=C1)=O)C 5-(4-(N-(2-(Dimethylamino)ethyl)-N-methylamino)phenyl)-1-(1H-benzo[d]imidazol-5-yl)imidazolidin-2-on